C(C=C)(=O)NO prop-2-enehydroxamic acid